C(C)(C)(C)OC(=O)N1C[C@@H](CCC1)NC1=NN=C(C2=CC=CC=C12)C1=C(C=C(C=C1)C(F)F)OC (R)-3-((4-(4-(difluoromethyl)-2-methoxyphenyl)phthalazin-1-yl)amino)piperidine-1-carboxylic acid tert-butyl ester